C(C)(C)(C)OC(=O)N[C@@H]1C[C@](CC1)(C(=O)[O-])CC1=CC(=C(C=C1)F)C1=NC=C(C=N1)F (1R,3S)-3-((tert-butoxycarbonyl)amino)-1-(4-fluoro-3-(5-fluoropyrimidin-2-yl)benzyl)cyclopentane-1-carboxylate